2-(4-(difluoromethoxy)-3-fluoro-2-isopropyl-6-(2-(2-methyl-2-(4-sulfamoyl-1H-pyrazol-1-yl)propoxy)pyridin-4-yl)phenyl)acetic acid FC(OC1=C(C(=C(C(=C1)C1=CC(=NC=C1)OCC(C)(N1N=CC(=C1)S(N)(=O)=O)C)CC(=O)O)C(C)C)F)F